C[Si](C)(C)Cl trimethylsilyl chlorid